(2r,3s)-3-[(1-benzyloxycarbonyl-4-piperidinyl)-methyl-carbamoyl]-1-tert-butoxycarbonyl-piperidine-2-carboxylic acid C(C1=CC=CC=C1)OC(=O)N1CCC(CC1)N(C(=O)[C@@H]1[C@@H](N(CCC1)C(=O)OC(C)(C)C)C(=O)O)C